(R)-6-(2-hydroxy-2-(3-(trifluoromethyl)phenyl)acetyl)-2-(1-(4-(3-methoxyprop-1-yn-1-yl)thiophen-2-yl)cyclopropyl)-3,5,6,7,8,9-hexahydro-4H-pyrimido[5,4-c]azepin-4-one O[C@@H](C(=O)N1CC2=C(CCC1)N=C(NC2=O)C2(CC2)C=2SC=C(C2)C#CCOC)C2=CC(=CC=C2)C(F)(F)F